NCC1C=NC=2N=C(NC(C12)=O)N 7-aminomethyl-7-deazaguanine